2-(2'-hydroxy-4-methoxyphenyl)benzotriazole OC1=C(C=CC(=C1)OC)N1N=C2C(=N1)C=CC=C2